C1C=NC=C2N1C=1C(C(N=C3N=CC=CC13)=O)=NC2=O pyrazino[1',2':4,5]pyrazino[2,3-c][1,8]naphthyridin-5,7-dione